N12C[C@H](C(CC1)CC2)OC(N[C@@H]2C(CC1=CC(=C(C=C21)F)C2=CC=C(C=C2)OCC)(C)C)=O (S)-quinuclidin-3-yl((R)-5-(4-ethoxyphenyl)-6-fluoro-2,2-dimethyl-2,3-dihydro-1H-inden-1-yl)carbamate